(S)-4-((R)-3-((((9H-fluoren-9-yl)methoxy)carbonyl)amino)-3-(4-chlorobenzyl)piperidin-1-yl)-3-((S)-2,3-dihydro-1H-inden-1-yl)-4-oxobutanoic acid C1=CC=CC=2C3=CC=CC=C3C(C12)COC(=O)N[C@@]1(CN(CCC1)C([C@@H](CC(=O)O)[C@@H]1CCC2=CC=CC=C12)=O)CC1=CC=C(C=C1)Cl